C(C)(=O)[O-].[K+].C1(CC1)N1C=C(C2=C1N=CN=C2N)B2OC(C(O2)(C)C)(C)C 7-cyclopropyl-5-(4,4,5,5-tetramethyl-1,3,2-dioxaborolan-2-yl)-7H-pyrrolo[2,3-d]pyrimidin-4-amine Potassium acetate